C(C)N([C@H]1CCC=2C=3C1=C1C(=NC3C=C(C2C)F)C2=CC3=C(C(N2C1)=O)COC([C@@]3(CC)N[C@@H](C(C)C)C(=O)O)=O)CC.FC(C(=O)O)(F)F Trifluoroacetic acid (1S,9S)-1-(diethylamino)-9-ethyl-5-fluoro-4-methyl-10,13-dioxo-2,3,9,10,13,15-hexahydro-1H,12H-benzo[de]pyrano[3',4':6,7]indolizino[1,2-b]quinolin-9-yl-L-valinate